BrC1=NC(=CC(=C1O/C=C/C(=O)OCC)C)C ethyl (E)-3-((2-bromo-4,6-dimethylpyridin-3-yl)oxy)acrylate